FC(CN1C(C2=CC=CC=C2C1=O)=O)([C@H](O)C1=CC=C(C=C1)F)F (R)-2-(2,2-difluoro-3-(4-fluorophenyl)-3-hydroxypropyl)isoindoline-1,3-dione